N3-(4-(tert-butyl)phenyl)-4-(4,4,5,5-tetramethyl-1,3,2-dioxaborolan-2-yl)-N1,N1-di-o-tolylbenzene-1,3-diamine C(C)(C)(C)C1=CC=C(C=C1)NC=1C=C(C=CC1B1OC(C(O1)(C)C)(C)C)N(C1=C(C=CC=C1)C)C1=C(C=CC=C1)C